ClC=1C=C(C=C(C1)C#N)N1C[C@H](CC1)C(=O)N[C@H]1[C@H]2CC[C@@H](C1)N2C#N (3S)-1-(3-chloro-5-cyanophenyl)-N-((1R,2R,4S)-7-cyano-7-azabicyclo[2.2.1]heptan-2-yl)-3-pyrrolidinecarboxamide